(2S)-5,5-dimethyl-2-{[(2-methyl-1,3-benzothiazol-5-yl)methyl]amino}hexanoic acid CC(CC[C@@H](C(=O)O)NCC=1C=CC2=C(N=C(S2)C)C1)(C)C